4-ethoxy-2,2,6,6-tetramethylpiperidin-1-ol C(C)OC1CC(N(C(C1)(C)C)O)(C)C